N-(5,6-Dimethoxy-benzothiazol-2-yl)-2-(4-ethanesulfonyl-phenyl)-2-(tetrahydro-pyran-4-ylmethoxy)-acetamide COC=1C(=CC2=C(N=C(S2)NC(C(OCC2CCOCC2)C2=CC=C(C=C2)S(=O)(=O)CC)=O)C1)OC